C12N(CC(NC1)CC2)CC=2C=C1C(N(C(C1=CC2)=O)C2C(NC(CC2)=O)=O)=O 5-((2,5-diazabicyclo[2.2.2]octan-2-yl)methyl)-2-(2,6-dioxopiperidin-3-yl)isoindoline-1,3-dione